FC=1C=C(C=C(C1)OC1=CC(=CC=C1)F)[C@@H]1N(OCC1)C1=CC(=NC=N1)NC=1C(=CC(=C(C1)NC(C=C)=O)N1CCN(CC1)CCC)OC (R)-N-(5-((6-(3-(3-fluoro-5-(3-fluoro-phenoxy)phenyl)-isoxazolidin-2-yl)-pyrimidin-4-yl)-amino)-4-methoxy-2-(4-propylpiperazin-1-yl)phenyl)-acrylamide